C(C1=CC=CC=C1)OC(C(=O)OCC1=CC=CC=C1)=O Oxalic acid dibenzyl ester